1-(2-oxo-1-(o-tolyl)-7-(trifluoromethyl)-1,2-dihydroquinazolin-4-yl)azetidine-3-carbonitrile O=C1N(C2=CC(=CC=C2C(=N1)N1CC(C1)C#N)C(F)(F)F)C1=C(C=CC=C1)C